methyl-triiodothyronine methyl ester COC([C@@H](NC)CC1=CC(I)=C(C(I)=C1)OC1=CC(I)=C(C=C1)O)=O